BrC=1C(=C(C=CC1)C=1OC(=NN1)COC(C)(C)C)C 2-(3-bromo-2-methylphenyl)-5-(tert-butoxymethyl)-1,3,4-oxadiazole